C(C)(C)(C)OC1=NC=NC=C1I 4-(tert-butoxy)-5-iodopyrimidine